methyl 4-acetoxy-6,7-dimethoxy-1-(4-(trifluoromethyl) phenyl)-2-naphthoate C(C)(=O)OC1=CC(=C(C2=CC(=C(C=C12)OC)OC)C1=CC=C(C=C1)C(F)(F)F)C(=O)OC